C(#N)CC1=C(C=CC=C1C(F)F)[C@@H](C)N[S@](=O)C(C)(C)C (R)-N-((R)-1-(2-(cyanomethyl)-3-(difluoromethyl)phenyl)ethyl)-2-methylpropane-2-sulfinamide